C1(=CC=CC=2C(C3=CC=CC=C3C(C12)=O)=O)[N+]#N anthraquinone-1-diazonium